C1(=CC=CC=C1)COC1=CC=C(C=C1)C[C@@H](CN1C(C2=CC=CC=C2C1=O)=O)OC (S)-2-(3-(4-(phenylmethyloxy)phenyl)-2-methoxypropyl)isoindoline-1,3-dione